3-fluoro-5-(((2R,2aS)-1,2,3,3,4,4-hexafluoro-2a-hydroxy-2,2a,3,4-tetrahydro-1H-cyclopenta[cd]inden-7-yl)oxy)benzonitrile FC=1C=C(C#N)C=C(C1)OC1=CC=C2C=3[C@]([C@H](C(C13)F)F)(C(C2(F)F)(F)F)O